di-octyl terephthalate C(C1=CC=C(C(=O)OCCCCCCCC)C=C1)(=O)OCCCCCCCC